C[Si](C1=CC(=CC(=C1)[Si](C)(C)C)[Si](C)(C)C)(C)C 1,3,5-Tris(trimethylsilyl)benzene